Z-butylphenyl carbamate C(N)(OC1=C(C=CC=C1)CCCC)=O